5-(1-methanesulfonylcyclopropyl)isothiazole-3-carboxylic acid CS(=O)(=O)C1(CC1)C1=CC(=NS1)C(=O)O